3-(3-(4-(3-(3-chlorophenyl)ureido)phenoxy)azetidin-1-yl)-2-(1H-pyrrol-1-yl)benzoic acid ClC=1C=C(C=CC1)NC(NC1=CC=C(OC2CN(C2)C=2C(=C(C(=O)O)C=CC2)N2C=CC=C2)C=C1)=O